2,3,4,5,6-pentaethylphenol C(C)C1=C(C(=C(C(=C1CC)CC)CC)CC)O